C1(=C(C=CC=C1)C1C(=O)OCCC1)C α-tolyl-δ-valerolactone